N-(3-acetoxy-4-hydroxy-5-(4-chlorophenyl)-2-furanyl)-carbamic acid ethyl ester C(C)OC(NC=1OC(=C(C1OC(C)=O)O)C1=CC=C(C=C1)Cl)=O